BrC1=C(N(N=C1)C)C=1C=C(C=CC1OC)NC(=O)NC1=CC=C(C=C1)OC(F)(F)F 1-[3-(4-Bromo-2-methyl-2H-pyrazol-3-yl)-4-methoxyphenyl]-3-(4-trifluoromethoxyphenyl)-urea